di-tert-butyl (2S,4S)-4-((4-benzamidobenzoyl)oxy)pyrrolidine-1,2-dicarboxylate C(C1=CC=CC=C1)(=O)NC1=CC=C(C(=O)O[C@H]2C[C@H](N(C2)C(=O)OC(C)(C)C)C(=O)OC(C)(C)C)C=C1